N(=[N+]=[N-])CC1CC=2C(=NC=CN2)N(C1)CC1=CC=CC=C1 7-(azidomethyl)-5-benzyl-5,6,7,8-tetrahydropyrido[2,3-b]pyrazine